ON1N=NC2=C1C=CC=C2C(=O)N 1-hydroxy-1H-benzotriazolamide